4-(4-(furan-2-yl)but-3-en-2-yl)morpholine O1C(=CC=C1)C=CC(C)N1CCOCC1